4-((1H-indol-3-yl)methyl)-N-(4-chlorophenyl)piperidine-1-carboxamide N1C=C(C2=CC=CC=C12)CC1CCN(CC1)C(=O)NC1=CC=C(C=C1)Cl